COC(C1CCN(CC1)C1=CC=C(C=C1)C1(CCCC2=CC(=CC=C12)OC)O)OC 1-(4-(4-(dimethoxymethyl)piperidin-1-yl)phenyl)-6-methoxy-1,2,3,4-tetrahydronaphthalen-1-ol